3-(6-(piperidin-1-yl)naphthalen-2-yl)acrylamide N1(CCCCC1)C=1C=C2C=CC(=CC2=CC1)C=CC(=O)N